ClC=1C=C2C(=NC1)C(=CO2)OC2=CC=CC=C2 6-chloro-3-phenoxyfuro[3,2-b]pyridine